2'-Deoxyuridine-5-monophosphate C1[C@@H]([C@H](O[C@H]1N2C=CC(=O)NC2=O)COP(=O)(O)O)O